C(\C=C/C(=O)O)(=O)O.C(\C=C/C(=O)O)(=O)O.C(CCC)(O)O butanediol dimaleate